N[C@@H](C[C@@]1([C@@H](CCCC1)N)N)CC1=CC=C(C=C1)N=C=S ((R)-2-amino-3-(4-isothiocyanatophenyl)propyl)-trans-(S,S)-cyclohexane-1,2-diamine